6-((5-chloro-3-fluorothiophen-2-yl)methoxy)-3-fluoro-1',2',3',6'-tetrahydro-2,4'-bipyridine di-p-toluenesulfonate CC1=CC=C(C=C1)S(=O)(=O)O.CC1=CC=C(C=C1)S(=O)(=O)O.ClC1=CC(=C(S1)COC1=CC=C(C(=N1)C=1CCNCC1)F)F